4-Bromo-N-ethyl-6-methyl-7-oxo-6,7-dihydrothieno[2,3-c]pyridine-2-carboxamide BrC=1C2=C(C(N(C1)C)=O)SC(=C2)C(=O)NCC